C1(=C2N(C=N1)CCC2)C(C(NC=2SC=CN2)=O)N2CC1=C(C=C(C=C1C2=O)C2=CC=C(OC1CCN(CC1)C(=O)OC(C)(C)C)C=C2)F tert-Butyl 4-[4-[2-[1-(6,7-dihydro-5H-pyrrolo[1,2-c]imidazol-1-yl)-2-oxo-2-(thiazol-2-ylamino)ethyl]-7-fluoro-3-oxo-isoindolin-5-yl]phenoxy]piperidine-1-carboxylate